1-(3,5-dibromophenyl)adamantane BrC=1C=C(C=C(C1)Br)C12CC3CC(CC(C1)C3)C2